3-(5-(1-(2-(methylsulfonyl)ethyl)-4-(pyrrolidin-1-ylmethyl)-1H-pyrrolo[2,3-b]pyridin-6-yl)-1-oxoisoindolin-2-yl)piperidine-2,6-dione CS(=O)(=O)CCN1C=CC=2C1=NC(=CC2CN2CCCC2)C=2C=C1CN(C(C1=CC2)=O)C2C(NC(CC2)=O)=O